ClC1=CC(=C(C=N1)C1=NC=C(C=C1F)CN1CCOCC1)F 4-((6'-chloro-3,4'-difluoro-[2,3'-bipyridin]-5-yl)methyl)morpholine